(2r,4r)-4-[(tert-butyldimethylsilyl)oxy]-2-(cyanomethyl)pyrrolidine-1-carboxylic acid tert-butyl ester C(C)(C)(C)OC(=O)N1[C@@H](C[C@H](C1)O[Si](C)(C)C(C)(C)C)CC#N